FC1=C(C=CC=C1)CC(=O)NC1=CC(=C(C=C1)C=1C=NN(C1)C1CCNCC1)S(N)(=O)=O 2-(2-fluorophenyl)-N-{4-[1-(piperidin-4-yl)-1H-pyrazol-4-yl]-3-sulfamoylphenyl}acetamide